6-fluoro-5-(1-(2-fluoroethyl)-1H-benzo[d][1,2,3]triazol-6-yl)-4-(methoxy-d3)-N-(2-oxaspiro[3.5]nonan-7-yl)pyrrolo[2,1-f][1,2,4]triazin-2-amine FC=1C(=C2C(=NC(=NN2C1)NC1CCC2(COC2)CC1)OC([2H])([2H])[2H])C=1C=CC2=C(N(N=N2)CCF)C1